N-(3,5-dichloro-4-(2,6-dioxopiperidin-3-yl)benzyl)-3,3-difluoro-1-(2-fluoropyridin-4-yl)cyclobutane-1-carboxamide ClC=1C=C(CNC(=O)C2(CC(C2)(F)F)C2=CC(=NC=C2)F)C=C(C1C1C(NC(CC1)=O)=O)Cl